N1C(=CC=C1)NC1=C(C=CC=C1)CC(C)O (2-((1H-pyrrol-2-yl)amino)phenyl)propan-2-ol